C(#N)C1=CC(=C(C=C1)C=1N=C2C(=NC1)N=C(S2)NC(C2=C(C=NC=C2)C2=C(C=CC=C2)OC)=O)F N-(6-(4-cyano-2-fluorophenyl)thiazolo[4,5-b]pyrazin-2-yl)-3-(2-methoxyphenyl)isonicotinamide